propyl-3-methylimidazole zinc chloride [Cl-].[Zn+2].C(CC)C1=NC=CN1C.[Cl-]